1-(1,3,4-thiadiazol-2-yl)azepine S1C(=NN=C1)N1C=CC=CC=C1